CN(C1(CCC2(CN(C(N2CC(F)(F)F)=O)C=2C=NC(=NC2)C(F)(F)F)CC1)C1=CC=CC=C1)C 8-(dimethylamino)-8-phenyl-1-(2,2,2-trifluoroethyl)-3-(2-(trifluoromethyl)pyrimidin-5-yl)-1,3-diazaspiro[4.5]decan-2-one